Cl.C(C)N(C1=CC=C(C=CC(=O)C=CC2=CC=C(C=C2)N(CC)CC)C=C1)CC 1,3-bis(4'-diethylaminobenzylidene)acetone hydrochloride